FC1CC(N(C1C)C(CC1=CN=NN1)=O)C(=O)NC(C1=CC=CC=C1)C1=CC(=C(C=C1)C(C)C)F 4-fluoro-N-{[3-fluoro-4-(propan-2-yl)phenyl](phenyl)methyl}-5-methyl-1-[2-(1H-1,2,3-triazol-5-yl)acetyl]pyrrolidine-2-carboxamide